(5S)-8-chloro-7-(2,6-difluorophenyl)-2,5-dimethyl-9-(trifluoromethyl)-5H-pyrimido[1,2-a][1,4]benzodiazepine-3-One ClC1=C(C=CC2=C1C(=N[C@H](C=1N2C=C(C(N1)=O)C)C)C1=C(C=CC=C1F)F)C(F)(F)F